3-bromo-2-fluoro-6-methyl-N-(3-(oxazol-5-yl)-1H-indazol-5-yl)benzamide BrC=1C(=C(C(=O)NC=2C=C3C(=NNC3=CC2)C2=CN=CO2)C(=CC1)C)F